NN1C(NC(C1)C(=O)O)=O N-aminoimidazolidin-2-one-4-carboxylic acid